(1-(4-((4-fluoro-2-isopropoxyphenyl)amino)pyrido[3,2-d]pyrimidin-6-yl)-1H-pyrrol-3-yl)(piperazin-1-yl)methanone FC1=CC(=C(C=C1)NC=1C2=C(N=CN1)C=CC(=N2)N2C=C(C=C2)C(=O)N2CCNCC2)OC(C)C